C1=NC=C(C2=CC=CC=C12)N1C(N(C[C@@H]1C#N)C1CN(C1)CC(F)(F)F)=O (R)-3-(isoquinolin-4-yl)-2-oxo-1-(1-(2,2,2-trifluoroethyl)azetidin-3-yl)imidazolidine-4-carbonitrile